(4-isobutoxybenzyl)-5-(1-methylpiperidin-4-yl)-5,7-diazaspiro[2.6]nonan-6-one C(C(C)C)OC1=CC=C(CC2CC23CN(C(NCC3)=O)C3CCN(CC3)C)C=C1